3-((12-(2-fluorophenyl)dodec-11-yn-1-yl)oxy)propyl hydrogen ((((R)-1-(6-amino-9H-purin-9-yl)propan-2-yl)oxy)methyl)phosphonate NC1=C2N=CN(C2=NC=N1)C[C@@H](C)OCP(OCCCOCCCCCCCCCCC#CC1=C(C=CC=C1)F)(O)=O